(2,3-dihydroxypropoxy)-(methyl)silanediol OC(CO[Si](O)(O)C)CO